C(C)(=O)NC=1SC(=CN1)CN1CCN(CC1)CC(=O)OC1=CC=CC=C1 phenyl 2-(4-((2-acetamidothiazol-5-yl)methyl)piperazin-1-yl)acetate